[Ru].CC=1C(=NC=CC1C(=O)O)C1=NC=CC=C1 methyl-4-carboxybipyridine ruthenium